methyl (6'R,7a'R)-6'-fluorodihydro-1'H,3'H-spiro[cyclopropane-1,2'-pyrrolizine]-7a'(5'H)-carboxylate F[C@H]1CN2CC3(C[C@@]2(C1)C(=O)OC)CC3